2,3,4,5-tetrafluoro-N,N-dimethyl-6-(pyridin-4-ylmethoxy)benzenesulfonamide FC1=C(C(=C(C(=C1F)F)F)OCC1=CC=NC=C1)S(=O)(=O)N(C)C